6-[6-chloro-4-(piperazin-1-yl)quinazolin-7-yl]-5-methanesulfonylpyridin-2-amine ClC=1C=C2C(=NC=NC2=CC1C1=C(C=CC(=N1)N)S(=O)(=O)C)N1CCNCC1